5-β-aminoethylthiopentanoic acid NCCCCCCC(=S)O